7-((3-fluoro-1-methylpiperidin-4-yl)amino)-1-oxido-3-(2,2,2-trifluoroethyl)benzo[b]thiophen FC1CN(CCC1NC1=CC=CC2=C1S(C=C2CC(F)(F)F)=O)C